FC(S(=O)(=O)OC1=CC=C(C=C1)N)(F)F 4-aminophenyl trifluoromethanesulfonate